tertButyl 5-(5-Bromo-3-nitropyridin-2-yl)hexahydropyrrolo[3,4-c]pyrrole-2(1H)-carboxylate BrC=1C=C(C(=NC1)N1CC2C(C1)CN(C2)C(=O)OC(C)(C)C)[N+](=O)[O-]